FC1=CC=C(C=C1)C[C@@H](C(=O)NCC1=CC=CC2=CC=CC=C12)NC(OC(C)(C)C)=O tert-butyl (S)-(3-(4-fluorophenyl)-1-((naphthalen-1-ylmethyl)amino)-1-oxopropan-2-yl)carbamate